7-bromo-3-chloro-8,9-dihydro-7H-cyclopenta[H]Isoquinoline BrC1CCC=2C1=CC=C1C=C(N=CC21)Cl